dimethylethoxymethyl-(2-vinylphenyl)silane C[Si](C1=C(C=CC=C1)C=C)(COCC)C